CS(=O)(C1COC1)=NC1=NC(=NC(=C1)N1[C@@H](COCC1)C)N1C(=NC2=C1C=CC=C2)C Methyl((2-(2-methyl-1H-benzo[d]imidazol-1-yl)-6-((R)-3-methyl-morpholino)pyrimidin-4-yl)imino)(oxetan-3-yl)-λ6-sulfanone